ethyl 2-((6aR,8R,9R,9aR)-8-(2,4-dioxo-3,4-dihydropyrimidin-1(2H)-yl)-2,2,4,4-tetraisopropyl-9-((4-methoxybenzyl)thio)tetrahydro-6H-furo[3,2-f][1,3,5,2,4]-trioxadisilocin-9-yl)acetate O=C1N(C=CC(N1)=O)[C@H]1[C@@]([C@@H]2O[Si](O[Si](OC[C@H]2O1)(C(C)C)C(C)C)(C(C)C)C(C)C)(SCC1=CC=C(C=C1)OC)CC(=O)OCC